1-(4'-((5-cyclopropyl-3-(2,6-dichlorophenyl)isoxazol-4-yl)methoxy)-[1,1'-biphenyl]-3-yl)cyclopropane-1-carboxylic acid C1(CC1)C1=C(C(=NO1)C1=C(C=CC=C1Cl)Cl)COC1=CC=C(C=C1)C1=CC(=CC=C1)C1(CC1)C(=O)O